BrC=1C=C(C=CC1)N1CCC(CC1)CCO 2-(1-(3-bromophenyl)piperidin-4-yl)ethan-1-ol